(6S,7S)-6-((2-fluoro-[1,1'-biphenyl]-3-yl)methyl)-N-(2-fluoroethyl)-7-(methylsulfonamido)-5-azaspiro[2.4]heptane-5-carboxamide FC1=C(C=CC=C1C[C@@H]1N(CC2(CC2)[C@@H]1NS(=O)(=O)C)C(=O)NCCF)C1=CC=CC=C1